t-amyl α-allyloxymethylacrylate C(C=C)OCC(C(=O)OC(C)(C)CC)=C